1-((2R,3R,4R,5R)-3-fluoro-5-((heptadecylamino)methyl)-4-hydroxytetrahydrofuran-2-yl)pyrimidine-2,4(1H,3H)-dione F[C@H]1[C@@H](O[C@@H]([C@H]1O)CNCCCCCCCCCCCCCCCCC)N1C(NC(C=C1)=O)=O